C(C)(=O)C1C2C=CC(C1)C2 2-acetyl-5-norbornene